ClC=1C=NC=C(C1C(ON1N=C(C2=CC=CC=C12)C1=NC2=C(N1)CN(C2)C2CCN(CC2)C)C)Cl 1-(3,5-dichloropyridin-4-yl)ethoxyl-3-(5-(1-methylpiperidin-4-yl)-1,4,5,6-tetrahydropyrrolo[3,4-d]imidazol-2-yl)-1H-indazole